1-[(4,4-difluorocyclohexyl)methyl]-N-(6-methanesulfonylpyridazin-4-yl)-3-methyl-4-(trifluoromethyl)-1H-pyrazole-5-carboxamid FC1(CCC(CC1)CN1N=C(C(=C1C(=O)NC1=CN=NC(=C1)S(=O)(=O)C)C(F)(F)F)C)F